6-(1-(3-hydroxyphenyl)-3-nitro-1H-pyrazol-4-yl)-3,4-dihydroisoquinolin-1(2H)-one OC=1C=C(C=CC1)N1N=C(C(=C1)C=1C=C2CCNC(C2=CC1)=O)[N+](=O)[O-]